(3-(4-(trifluoromethyl)phenyl)imidazo[1,2-a]pyrimidin-2-yl)methanamine FC(C1=CC=C(C=C1)C1=C(N=C2N1C=CC=N2)CN)(F)F